N-(2-((4-(2-((4-(1H-Imidazol-1-yl)benzyl)(phenethyl)amino)ethyl)phenyl)carbamoyl)-4,5-dimethoxyphenyl)-4-oxo-4H-chromene-2-carboxamide N1(C=NC=C1)C1=CC=C(CN(CCC2=CC=C(C=C2)NC(=O)C2=C(C=C(C(=C2)OC)OC)NC(=O)C=2OC3=CC=CC=C3C(C2)=O)CCC2=CC=CC=C2)C=C1